(4-(4-chloro-3-(1H-indol-6-yl)-1H-pyrrolo[2,3-b]pyridin-1-yl)phenyl)-N,N-dimethylamine ClC1=C2C(=NC=C1)N(C=C2C2=CC=C1C=CNC1=C2)C2=CC=C(C=C2)N(C)C